N-Ethyl-6,7-dihydroxy-N-[4-[[6-(2-methoxyphenyl)-6-oxo-hexanoyl]-methyl-amino]butyl]-5-nitro-naphthalin-2-carboxamid C(C)N(C(=O)C1=CC2=CC(=C(C(=C2C=C1)[N+](=O)[O-])O)O)CCCCN(C)C(CCCCC(=O)C1=C(C=CC=C1)OC)=O